BrC=1C=C(C=C(C1)Br)C=1C(=C2C3=CC=CC4=CC=CC(C2=C(C1)C1=CC=CC=C1)=C43)C4=CC=CC=C4 8-(3,5-dibromophenyl)-7,10-diphenylfluoranthene